ClC(C[NH-])C1(C(CCCC1)=O)C1=CC(=CC=C1)OC(F)(F)F 2-chloro-N-(2-oxo-1-(3-(trifluoromethoxy)phenyl)cyclohexyl)ethyl-Amide